P(=O)(O)(O)O.C(C)(C)(C)C1=CC=C(C=C1)[Na] 4-tert-butylphenyl-sodium phosphate